C(C1=CC=CC=C1)C1=C(N=C(S1)NC(CC=1C=C2C(N(CC2=CC1)C1C(NC(CC1)=O)=O)=O)=O)C N-(5-benzyl-4-methylthiazol-2-yl)-2-(2-(2,6-dioxopiperidin-3-yl)-3-oxoisoindolin-5-yl)acetamide